methyl 4-(7-fluoro-2-methyl-5-((4-methylthiazol-5-yl)methoxy)benzofuran-3-carboxamido)-tetrahydro-2H-pyran-4-carboxylate FC1=CC(=CC=2C(=C(OC21)C)C(=O)NC2(CCOCC2)C(=O)OC)OCC2=C(N=CS2)C